3-(4-Chlorophenyl)-4-phenyl-N-((4-(trifluoromethoxy)phenyl)sulfonyl)-4,5-dihydro-1H-pyrazole-1-carbothioamide ClC1=CC=C(C=C1)C1=NN(CC1C1=CC=CC=C1)C(NS(=O)(=O)C1=CC=C(C=C1)OC(F)(F)F)=S